C(C)C(C(=O)[O-])(C(O)(C(=O)[O-])CC(=O)[O-])CC.C(C)C(C(=O)[O-])(C(O)(C(=O)O)CC(=O)O)CC.[Zr+4] zirconium(IV) bis(diethylcitrate)